ClC1=C(CN2C(N(CC3=CC=C(C=C23)C(=O)NCC=2OC3=C(C2)C=C(C=C3)O)C)=O)C(=CC=C1)F 1-(2-chloro-6-fluorobenzyl)-N-((5-hydroxybenzofuran-2-yl)methyl)-3-methyl-2-oxo-1,2,3,4-tetrahydroquinazoline-7-carboxamide